8-((tert-butyldiphenylsilyl)oxy)octan-1-ol [Si](C1=CC=CC=C1)(C1=CC=CC=C1)(C(C)(C)C)OCCCCCCCCO